C(C)OC(=O)C=1N(N=C(C1C)C)CC(OCC)OCC.C(C)OC(CN1N=C(C(=C1C(=O)O)C)C)OCC 2-(2,2-diethoxy-ethyl)-4,5-dimethyl-2H-pyrazole-3-carboxylic acid Ethyl-2-(2,2-diethoxy-ethyl)-4,5-dimethyl-2H-pyrazole-3-carboxylate